BrC1=C2C=CC=C(C2=CC=C1)O 5-bromonaphthalen-1-ol